O1CCC(CC1)N tetrahydropyran-4-amine